FC(CN(CCC(C(=O)O)NC1=NC=NC=C1)CCCCC1=NC=2NCCCC2C=C1)COC 4-((2-fluoro-3-methoxypropyl)(4-(5,6,7,8-tetrahydro-1,8-naphthyridin-2-yl)butyl)amino)-2-(pyrimidin-4-ylamino)butanoic acid